(2-{4-[2-(4-Bromo-2H-indazol-2-yl)ethyl]phenoxy}ethyl)dimethylamine BrC=1C2=CN(N=C2C=CC1)CCC1=CC=C(OCCN(C)C)C=C1